(S)-(pyrrolidin-2-yl)methanol N1[C@@H](CCC1)CO